2-[3-(3-bromo-5-chlorophenyl)ureido]-N-ethylbenzamide BrC=1C=C(C=C(C1)Cl)NC(NC1=C(C(=O)NCC)C=CC=C1)=O